Ethyl 2-(3-bromo-4-methoxy-5-nitrophenyl)acetate BrC=1C=C(C=C(C1OC)[N+](=O)[O-])CC(=O)OCC